C(#N)C1=CC=C(C=C1)C1=NC2=C(C=C(C=C2C(N1C)=O)C)\C(\C)=N/[S@](=O)C(C)(C)C (R,Z)-N-(1-(2-(4-cyanophenyl)-3,6-dimethyl-4-oxo-3,4-dihydroquinazolin-8-yl)ethylidene)-2-methylpropane-2-sulfinamide